1-Chlorocodeine ClC1=CC(OC)=C2C=3[C@@]45[C@@H](O2)[C@@H](O)C=C[C@H]4[C@@H](CC13)N(C)CC5